C(CC#CCCCCCC\C=C/CC)O cis-8-cis-11-tetradecen-3-yn-1-ol